C(C1=CC=CC=C1)NC(C(C1=CC=C(C=C1)Cl)N(C(CCCN1CC=CC=C1)=O)C(C)CCC)=O N-(2-(benzylamino)-1-(4-chlorophenyl)-2-oxoethyl)-N-(pentan-2-yl)-4-(pyridin-1-yl)butanamide